C1N(CC12CNC2)CCN2C1=C(N(C([C@H](CC2)NC2=C(C#N)C(=CC(=N2)C)C(F)(F)F)=O)C)C=CC(=C1)Cl (S)-2-((6-(2-(2,6-diazaspiro[3.3]heptan-2-yl)ethyl)-8-chloro-1-methyl-2-oxo-1,2,3,4,5,6-hexahydrobenzo[b][1,4]diazocin-3-yl)amino)-6-methyl-4-(trifluoromethyl)nicotinonitrile